8-((1H-imidazol-4-yl)sulfonyl)-2-(5H-imidazo[5,1-a]isoindol-5-yl)-8-azaspiro[4.5]decan-1-ol N1C=NC(=C1)S(=O)(=O)N1CCC2(CCC(C2O)C2N3C(C4=CC=CC=C24)=CN=C3)CC1